(1R,2S)-2-(ethylamino)-1-(p-tolyl)propan-1-ol C(C)N[C@H]([C@H](O)C1=CC=C(C=C1)C)C